1-(5-((4-amino-6-chloro-1H-pyrazolo[3,4-d]pyrimidin-1-yl)methyl)-2-(trifluoromethyl)phenethyl)-5-(hydroxymethyl)pyridin-2(1H)-one NC1=C2C(=NC(=N1)Cl)N(N=C2)CC=2C=CC(=C(CCN1C(C=CC(=C1)CO)=O)C2)C(F)(F)F